C[Si]1(N[Si](N[Si](N1)(C)C)(C)C)C 2,2,4,4,6,6-hexamethylcyclotrisilazane